C(C)N1CCC(CC1)NCC1=CC(=C(C(=C1)O)N1CC(NS1(=O)=O)=O)F 5-(4-(((1-ethylpiperidin-4-yl)amino)methyl)-2-fluoro-6-hydroxyphenyl)-1,2,5-thiadiazolidin-3-one 1,1-dioxide